2-cyano-N-methyl-N-(1-phenylbutyl)acetamide C(#N)CC(=O)N(C(CCC)C1=CC=CC=C1)C